CC=1C(=C(SC1)NC(CC1=CC=C(C=C1)OCCCN1CCCCC1)=O)C(=O)N methyl-2-(2-(4-(3-(piperidin-1-yl)propoxy)phenyl)-acetamido)thiophene-3-carboxamide